FC1(CCC(CC1)C(C=1OC2=C(N1)C(=C(C=C2)C=C)F)NC(OCC2=CC=CC=C2)=O)F benzyl ((4,4-difluorocyclohexyl)(4-fluoro-5-vinylbenzo[d]oxazol-2-yl)methyl)carbamate